CC1C(N2C(CCC2CC1)C1=CC=CC=C1)=O hexahydro-6-methyl-3-phenyl-5(1H)-indolizinone